(S)-N-(5-((5-cyano-4-(1-cyclopropyl-1H-indol-3-yl)pyrimidin-2-yl)amino)-2-(3-(dimethylamino)pyrrolidin-1-yl)-4-methoxyphenyl)acrylamide C(#N)C=1C(=NC(=NC1)NC=1C(=CC(=C(C1)NC(C=C)=O)N1C[C@H](CC1)N(C)C)OC)C1=CN(C2=CC=CC=C12)C1CC1